furanylmethane O1C(=CC=C1)C